Tert-Butyl 4-[1-(pyridin-3-yl)propyl]piperazine-1-carboxylate N1=CC(=CC=C1)C(CC)N1CCN(CC1)C(=O)OC(C)(C)C